FC=1C=C2C=CN(C2=C(C1)C1=C2C(=NC=C1)C=C(S2)CN2C(N(C=C(C2=O)F)C)=O)CC2(CCNCC2)C#N 4-((5-fluoro-7-(2-((5-fluoro-3-methyl-2,6-dioxo-3,6-dihydropyrimidin-1(2H)-yl)methyl)thieno[3,2-b]pyridin-7-yl)-1H-indol-1-yl)methyl)piperidine-4-carbonitrile